COCC(C(=O)N1CCN(CC1)C=1C=CC=2N=CN=C(C2N1)NC1=CC(=C(C=C1)OC1=CC2=C(N(N=N2)C)C=C1)C)=C 2-(methoxymethyl)-1-(4-(4-((3-methyl-4-((1-methyl-1H-benzo[d][1,2,3]triazol-5-yl)oxy)phenyl)amino)pyrido[3,2-d]pyrimidin-6-yl)piperazin-1-yl)prop-2-en-1-one